ClC=1C=C(C=C(C1)NS(=O)(=O)C)NC(=O)C=1SC(=C(C1)C1=NC=C(C=C1OCC1=CC(=CC(=C1)F)F)OC)C N-(3-chloro-5-(methylsulfonamido)phenyl)-4-(3-((3,5-difluorobenzyl)oxy)-5-methoxypyridin-2-yl)-5-methylthiophene-2-carboxamide